2-nitroso-3-(dimethylamino)phenol N(=O)C1=C(C=CC=C1N(C)C)O